FC(OC1CC(C1)N)(F)F 3-(trifluoromethoxy)cyclobutylamine